1-(3,5-difluorophenyl)-5,5-difluoro-3-(methylsulfonyl)-1,5,6,7-tetrahydro-4H-indol-4-one FC=1C=C(C=C(C1)F)N1C=C(C=2C(C(CCC12)(F)F)=O)S(=O)(=O)C